4-(7-(N-(1-Cyanocyclopropyl)sulfamoyl)-9-(5-(difluoromethyl)-1,3,4-thiadiazol-2-yl)-9H-pyrimido[4,5-b]indol-4-yl)-N-methyl-N-(2,2,2-trifluoroethyl)piperazine-1-carboxamide C(#N)C1(CC1)NS(=O)(=O)C1=CC=C2C3=C(N(C2=C1)C=1SC(=NN1)C(F)F)N=CN=C3N3CCN(CC3)C(=O)N(CC(F)(F)F)C